2,5-dimethyl-3-butyl-pyrazine CC1=NC=C(N=C1CCCC)C